(3R,5R)-1-{2-[1-(Cyclopropylmethyl)-6-(1-methyl-1H-indazol-5-yl)-1H-indol-2-yl]-4-methoxy-3-methylpyrazolo[1,5-a]pyridine-6-carbonyl}-5-fluoropiperidin-3-amine C1(CC1)CN1C(=CC2=CC=C(C=C12)C=1C=C2C=NN(C2=CC1)C)C1=NN2C(C(=CC(=C2)C(=O)N2C[C@@H](C[C@H](C2)F)N)OC)=C1C